OCCOC1=CC=2N(C=C1)C(=CN2)C=2C=C1CCN(C(C1=C(C2)OC)=O)CC(F)(F)F 6-[7-(2-hydroxyethoxy)imidazo[1,2-a]pyridin-3-yl]-8-methoxy-2-(2,2,2-trifluoroethyl)-3,4-dihydroisoquinolin-1-one